C(CCCCCCCCCCC)OCCCCCCCCCCCC.C=C ethylene lauryl oxide